1-hydroxy-3-hydroxymethyl-3,5,5-trimethylcyclohexane OC1CC(CC(C1)(C)C)(C)CO